6-(2-chlorophenyl)-2-{[4-(pyrrolidin-3-yl)phenyl]amino}imidazo[1,2-a]pyrimido[5,4-e]pyrimidin-5(6H)-one ClC1=C(C=CC=C1)N1C=2N(C3=C(C1=O)C=NC(=N3)NC3=CC=C(C=C3)C3CNCC3)C=CN2